C(#N)C(CCC(=O)O)(C)SSC(=O)SCCC 4-cyano-4-(((propylthio)carbonylthio)thio)pentanoic acid